C(C)C1N(CCCC1)C(C(CC)OC1=CC=C2C(=CC(OC2=C1)=O)C1=C(C=CC=C1)Cl)=O ethyl-(3S)-1-[2-[4-(2-chlorophenyl)-2-oxo-chromen-7-yl]oxybutanoyl]piperidine